NC1=C2C(=NC=N1)N(N=C2C2=CC=C(C=C2)OC2=CC=CC=C2)C2CCN(CC2)C2CCN(CC2)CC2CCN(CC2)C=2C=C1C(N(C(C1=CC2)=O)[C@H]2C(NC(CC2)=O)=O)=O (R)-5-(4-((4-(4-amino-3-(4-phenoxyphenyl)-1H-pyrazolo[3,4-d]pyrimidin-1-yl)-[1,4'-bipiperidin]-1'-yl)methyl)piperidin-1-yl)-2-(2,6-dioxopiperidin-3-yl)isoindoline-1,3-dione